ClC1=CC=C(C=C1)[C@H]1OCC(N([C@H]1C1=CC=C(C=C1)Cl)[C@H](C(=O)OCC)C1CC1)=O (S)-ethyl 2-((2R,3S)-2,3-bis(4-chlorophenyl)-5-oxomorpholino)-2-cyclopropylacetate